3-[tert-butyl(dimethyl)silyl]oxypropan-1-ol [Si](C)(C)(C(C)(C)C)OCCCO